3-hydroxy-N,2-dimethyl-2-({2-methyl-5-[(4-methyl-1,3-thiazol-5-yl)methoxy]-2H-indazol-3-yl}formamido)propanamide OCC(C(=O)NC)(NC(=O)C=1N(N=C2C=CC(=CC12)OCC1=C(N=CS1)C)C)C